D-(-)-tartaric acid dibenzyl ester C(C1=CC=CC=C1)OC([C@@H](O)[C@H](O)C(=O)OCC1=CC=CC=C1)=O